ClC1=C(C(=O)NC=2C=C3C=C(N(C3=CC2)CC)C(=O)NC2=CC(=CC=C2)Cl)C=C(C=C1)CNC(C(C)C)=O 5-(2-chloro-5-(isobutyrylaminomethyl)benzoylamino)-N-(3-chlorophenyl)-1-ethyl-1H-indole-2-carboxamide